3-ethyl-4-cresol C(C)C1=CC(=CC=C1C)O